CC1=CC=C(C=C1)S(=O)(=O)O.C(C)(C)(C)C1=NN(C(=C1)NC(=O)NC1=C(C=C(C=C1)OC1=CC(=NC=C1)C(NC)=O)F)C=1C=C2C=CC=NC2=CC1 (3-tert-butyl-1-(quinolin-6-yl)-1H-pyrazol-5-yl)-3-(2-fluoro-4-(2-(methylcarbamoyl)pyridin-4-yloxy)phenyl)urea p-toluenesulfonate